C1=CC=[Ge](C=C1)C(=O)O[Bi](OC(=O)[Ge]2=CC=CC=C2)OC(=O)[Ge]3=CC=CC=C3 bismuth germinate